BrC1=CC=C(C=C1)C[C@H](CCC=C)S(=O)(=O)N (S)-1-(4-BROMOPHENYL)HEX-5-ENE-2-SULFONAMIDE